O=C(CC#N)CC1COCC1 3-oxo-4-(tetrahydrofuran-3-yl)butanenitrile